Racemic-1-[2-(4-cyclopropylimidazol-1-yl)-1-methyl-ethyl]imidazolidin-2-one C1(CC1)C=1N=CN(C1)C[C@@H](C)N1C(NCC1)=O |r|